FC1=C(C(NC=C1)=O)C(C)(C)O 4-fluoro-3-(2-hydroxy-prop-2-yl)-1H-pyridin-2-one